tert-butyl (S)-(1-(4-chloro-3-(5-(difluoromethyl)-1H-1,2,4-triazol-1-yl)phenyl)-2-(2,4-difluorophenoxy)ethyl)carbamate ClC1=C(C=C(C=C1)[C@@H](COC1=C(C=C(C=C1)F)F)NC(OC(C)(C)C)=O)N1N=CN=C1C(F)F